(R)-1-(7-chloro-8-fluoro-2-(methylthio)-5-((triisopropylsilyl)ethynyl)pyrido[4,3-d]pyrimidine-4-yl)-3-methylpiperidin-3-ol ClC1=C(C=2N=C(N=C(C2C(=N1)C#C[Si](C(C)C)(C(C)C)C(C)C)N1C[C@@](CCC1)(O)C)SC)F